2-(5-cyclopropyl-3-ethylsulfanyl-2-pyridyl)-5-(trifluoromethoxy)-1,3-benzoxazole C1(CC1)C=1C=C(C(=NC1)C=1OC2=C(N1)C=C(C=C2)OC(F)(F)F)SCC